FC=1C=C(C=CC1)C1=COC2=CC=CC(=C2C1=O)OC 3-(3-fluorophenyl)-5-methoxy-4H-chromen-4-one